1-(4-chlorophenyl)-3-(trifluoromethyl)pyrazole ClC1=CC=C(C=C1)N1N=C(C=C1)C(F)(F)F